CNCC N-methyl-N-ethyl-amine